azacyclooctatetraene-5-carboxylic acid N1=CC=CC(=CC=C1)C(=O)O